ClC1=CC(=C(C=C1)CN1C(C2=CC(=CC(=C2[C@]1(OCC1(CC1)CO)C1=CC=C(C=C1)Cl)F)C(CO)(C)O)=O)S(=O)(=O)C (3R)-2-[(4-Chloro-2-methansulfonylphenyl)methyl]-3-(4-chlorophenyl)-6-(1,2-dihydroxypropan-2-yl)-4-fluoro-3-{[1-(hydroxymethyl)cyclopropyl]methoxy}-2,3-dihydro-1H-isoindol-1-on